C(C1=CC=CC=C1)OC(=O)N1CCC(CC1)(OC)CNC(=O)OC(C)(C)C 4-({[(tert-butoxy)carbonyl]amino}methyl)-4-methoxypiperidine-1-carboxylic acid benzyl ester